CC(C(=O)OCC(C)(C1=CC(=CC=C1)C(F)(F)F)NC1=NC2=C(N1)C=CC(=C2CNC(N(C)C)=O)F)(C)C 2-[(4-{[(dimethylcarbamoyl)amino]methyl}-5-fluoro-1H-1,3-benzodiazol-2-yl)amino]-2-[3-(trifluoromethyl)phenyl]propyl 2,2-dimethylpropanoate